ClC=1C(=CC=C2C=C(C=C(C12)C1=C(C=2N=C(N=C(C2C=N1)N1C[C@@]2(CNC(N2)=O)CCC1)OC[C@]12CCCN2C[C@@H](C1)F)F)O)F (S)-7-(7-(8-chloro-7-fluoro-3-hydroxynaphthalen-1-yl)-8-fluoro-2-(((2R,7aS)-2-fluorohexahydro-1H-pyrrolizin-7a-yl)methoxy)pyrido[4,3-d]pyrimidin-4-yl)-1,3,7-triazaspiro[4.5]decan-2-one